1-[(dimethylamino)methyl]cyclobutan-1-amine CN(C)CC1(CCC1)N